P(=O)(OCCNC(CCOCCOCCOCCOCC)=O)([O-])[O-] 15-oxo-3,6,9,12-tetraoxa-16-azaoctadeca-18-yl phosphate